methyl (S)-2-((benzyloxy)methyl)-5,5-difluorohexanoate C(C1=CC=CC=C1)OC[C@@H](C(=O)OC)CCC(C)(F)F